C12(CC3CC(CC(C1)C3)C2)OC(CC(=O)O)=O malonic acid adamantan-1-yl ester